C(C1=CC=CC=C1)OC1=CC=C(C=C1)C1(C2CC3(CC(CC1C3)C2)CO)O 4-(4-Benzyloxyphenyl)-4-hydroxytricyclo[3.3.1.13,7]-decane-1-methanol